4-METHYL-3-PYRIDAZINECARBOXYLIC ACID CC1=C(N=NC=C1)C(=O)O